NCC=1C=CC2=C(NC(=N2)CNC(OC(C)(C)C)=O)C1 tert-Butyl N-[[6-(aminomethyl)-1H-benzimidazol-2-yl]methyl]carbamate